4-[6-(methoxymethyl)-1,3-benzoxazol-2-yl]-4-methylpiperidine-1-carboxylic acid tert-butyl ester C(C)(C)(C)OC(=O)N1CCC(CC1)(C)C=1OC2=C(N1)C=CC(=C2)COC